(5Z)-5-(1,3-benzothiazol-6-ylmethylene)-2-[(3-hydroxy-1-adamantyl)amino]-3-methyl-imidazol-4-one S1C=NC2=C1C=C(C=C2)\C=C/2\C(N(C(=N2)NC21CC3(CC(CC(C2)C3)C1)O)C)=O